NC1=NC=C(C=N1)C1=CNC=2N=CC(=C(C21)C#N)C2=C(C(=CC=C2C)O)C 3-(2-aminopyrimidin-5-yl)-5-(3-hydroxy-2,6-dimethylphenyl)-1H-pyrrolo[2,3-b]pyridine-4-carbonitrile